FC=1C=NC=CC1C=1N=C(C=2N(C1)C=C(N2)C(=O)N)NC2CCC(CC2)(C)O 6-(3-Fluoro-pyridin-4-yl)-8-(4-hydroxy-4-methyl-cyclohexylamino)-imidazo[1,2-a]pyrazine-2-carboxylic acid amide